6-{3-{3-Deoxy-3-[4-(2-thiazolyl)-1H-1,2,3-triazol-1-yl]-β-D-galactopyranosyl}-4H-1,2,4-triazol-4-yl}-2-methylbenzothiazole S1C(=NC=C1)C=1N=NN(C1)[C@@H]1[C@H]([C@@H](O[C@@H]([C@@H]1O)CO)C1=NN=CN1C1=CC2=C(N=C(S2)C)C=C1)O